ClC1=CC=C2C(=CNC2=C1C)\C=C/1\C(N(C(N1)=O)C(CO)C1=CC(=C(C=C1)F)F)=O (Z)-5-((6-chloro-7-methyl-1H-indol-3-yl)methylene)-3-(1-(3,4-difluorophenyl)-2-hydroxyethyl)imidazolidine-2,4-dione